FC1=C(C(=CC=C1)F)NC=1N=C(N=NC1C(=O)N)NC1=C(C=C2CCN(CC2=C1)CC)OC ((2,6-difluorophenyl)amino)-3-((2-ethyl-6-methoxy-1,2,3,4-tetrahydroisoquinolin-7-yl)amino)-1,2,4-triazine-6-carboxamide